ONC(=O)C=1C=NC(=NC1)NC1CCCC2=CC=CC=C12 N-hydroxy-2-((1,2,3,4-tetrahydronaphthalen-1-yl)amino)pyrimidine-5-carboxamide